(1S)-2'-methyl-7'-oxo-5',7'-dihydrospiro[cyclohexane-1,6'-cyclopenta[b]pyridin] CC1=CC=C2C(=N1)C(C1(C2)CCCCC1)=O